C1(CCCCC1)CCCCC(=O)NC1=C(C(=C(C(=C1F)F)C(F)(F)F)F)F 5-cyclohexyl-N-(2,3,5,6-tetrafluoro-4-(trifluoromethyl)phenyl)pentanamide